BrC1=C(C=C(C=C1)Cl)CCO[Si](C)(C)C(C)(C)C 2-(2-bromo-5-chloro-phenyl)ethoxy-tert-butyl-dimethyl-silane